FC1=C(C=CC=C1)C1=C(C(=CN1S(=O)(=O)C1=NC=CC=C1)CNC)OC 1-(5-(2-fluorophenyl)-4-methoxy-1-(pyridin-2-ylsulfonyl)-1H-pyrrol-3-yl)-N-methyl-methaneamine